(3R)-3-{[(4-aminophenyl)carbamoyl]amino}-3-{3-[({3-[(propyl-carbamoyl)amino]phenyl}sulfonyl)amino]phenyl}propanoic acid NC1=CC=C(C=C1)NC(=O)N[C@H](CC(=O)O)C1=CC(=CC=C1)NS(=O)(=O)C1=CC(=CC=C1)NC(NCCC)=O